N-(4-phenylpiperidin-4-yl)acetamide C1(=CC=CC=C1)C1(CCNCC1)NC(C)=O